N1N=CC2=CC=C(C=C12)C1=CC=C(C=C1)[C@H](C(F)(F)F)OC1=CC(=NC(=N1)N)N1CCC2(C[C@H](NC2)C(=O)O)CC1 (S)-8-(6-((R)-1-(4-(1H-indazol-6-yl)phenyl)-2,2,2-trifluoroethoxy)-2-aminopyrimidin-4-yl)-2,8-diazaspiro[4.5]decane-3-carboxylic acid